4-(6-methoxy-7-(1H-pyrrol-3-yl)quinazolin-4-yl)-1,4-diazepan-1-sulfonamide COC=1C=C2C(=NC=NC2=CC1C1=CNC=C1)N1CCN(CCC1)S(=O)(=O)N